CC=1SC2=C(N1)C=CC(=C2)N2C=C(C(C=C2)=O)C(=O)O 1-(2-methylbenzo[d]thiazol-6-yl)-4-oxo-1,4-dihydropyridine-3-carboxylic acid